2-((5-bromo-2-((3,4-dimethoxyphenyl)amino)pyrimidin-4-yl)amino)-N-methoxybenzamide BrC=1C(=NC(=NC1)NC1=CC(=C(C=C1)OC)OC)NC1=C(C(=O)NOC)C=CC=C1